C(#N)C=1C=C(C=CC1)N1N=C(C=C1C(=O)NC1=C(C=CC(=C1)C(C=1C=NC=CC1)OCC1CC1)F)C(F)(F)F 1-(3-cyanophenyl)-N-(5-((cyclopropylmethoxy)(pyridin-3-yl)methyl)-2-fluorophenyl)-3-(trifluoromethyl)-1H-pyrazole-5-carboxamide